4,6-Dimethyl-2-oxo-2H-pyran-5-carboxylic acid ethyl ester C(C)OC(=O)C=1C(=CC(OC1C)=O)C